FC=1C=C2CCC(C2=CC1)C(C(=O)N)=C (5-fluoro-2,3-dihydro-1H-inden-1-yl)acrylamide